sodium 1-(4-(methoxycarbonyl)benzyl)-1,2-dimethyl-3-(3-sulfonatopropyl)-1H-benzo[e]indol-3-ium-6,8-disulfonate COC(=O)C1=CC=C(CC2(C(=[N+](C=3C=CC4=C(C23)C=C(C=C4S(=O)(=O)[O-])S(=O)(=O)[O-])CCCS(=O)(=O)[O-])C)C)C=C1.[Na+].[Na+]